CN1N=C(C2=C1N=CNC2=O)C 1,3-Dimethyl-1H,4H,5H-pyrazolo[3,4-d]pyrimidin-4-one